Cl.FC(C1=NC=CC(=C1)C1=NSC(=N1)[C@H](C)N)(F)F (1S)-1-[3-[2-(trifluoromethyl)-4-pyridyl]-1,2,4-thiadiazol-5-yl]ethanamine hydrochloride